[1,2]Oxazireno[2,3-b]Isothiazole 3,3-dioxide O1N2S(CC=C21)(=O)=O